C(C)(=O)N1CC(C2=CC(=CC=C12)S(=O)(=O)N1C[C@@H](CC1)NC(OC(C)(C)C)=O)C tert-butyl N-[(3R)-1-(1-acetyl-3-methyl-indolin-5-yl)sulfonylpyrrolidin-3-yl]carbamate